2-(2,6-Dichlorophenyl)-9-(1-(2-hydroxybutyl)-1H-pyrazol-4-yl)imidazo[2,1-f][1,6]naphthyridine-3-carboxamide ClC1=C(C(=CC=C1)Cl)C=1N=C2C=3C=C(C=NC3C=CN2C1C(=O)N)C=1C=NN(C1)CC(CC)O